FC1(CC(C1)C1=NOC=C1C(=O)N[C@H](C=1N=C2N(N=C(C=C2)CC2C(NC[C@@H](C2)C(F)(F)F)=O)C1)C1CCC(CC1)(F)F)F 3-(3,3-difluorocyclobutyl)-N-((1S)-(4,4-difluorocyclohexyl)(6-(((5R)-2-oxo-5-(trifluoromethyl)piperidin-3-yl)methyl)imidazo[1,2-b]pyridazin-2-yl)methyl)isoxazole-4-carboxamide